C(C)(=O)O[C@@H]1[C@H](O[C@@H]([C@H]([C@H]1OC(C)=O)OC(C)=O)O)CCP(=O)(OCC)OCC [(2R,3R,4S,5S,6S)-4,5-diacetoxy-2-(2-diethoxyphosphorylethyl)-6-hydroxy-tetrahydropyran-3-yl] acetate